COC(=O)C1N(NC(C=C1)=O)CCC1=CC(=CC=C1)CN1N=CC=2C1=NC(=NC2N)Cl 2-(3-((4-amino-6-chloro-1H-pyrazolo[3,4-d]pyrimidin-1-yl)methyl)phenethyl)-6-oxo-1,6-dihydropyridazine-3-carboxylic acid methyl ester